ClC1=CC=C2C(=CNC2=C1N1N=C(C=C1)F)S(=O)(=O)Cl 6-chloro-7-(3-fluoropyrazol-1-yl)-1H-indole-3-sulfonyl chloride